N-hexadecyl-2-ethyl-3-(4-methoxybenzyloxy)-pyridin-4-one C(CCCCCCCCCCCCCCC)N1C(=C(C(C=C1)=O)OCC1=CC=C(C=C1)OC)CC